methyl(phenyl)methylene(cyclopentadienyl)(2,7-di-tert-butylfluorenyl)hafnium dichloride [Cl-].[Cl-].CC(=[Hf+2](C1=C(C=CC=2C3=CC=C(C=C3CC12)C(C)(C)C)C(C)(C)C)C1C=CC=C1)C1=CC=CC=C1